CN1CC2CNC=3N(C2CC1)N=C(C3C#N)C3=CC=C1C=CC(=NC1=C3)C3=CC=CC=C3 7-methyl-2-(2-phenylquinolin-7-yl)-4,5,5a,6,7,8,9,9a-octahydropyrazolo[1,5-a]pyrido[3,4-e]pyrimidine-3-carbonitrile